(R)-1-(5-(4-cyclohexylphenyl)-7-oxo-4,7-dihydropyrazolo[1,5-a]pyrimidine-3-carbonyl)pyrrolidine-3-carbonitrile C1(CCCCC1)C1=CC=C(C=C1)C=1NC=2N(C(C1)=O)N=CC2C(=O)N2C[C@@H](CC2)C#N